1-butylimidazolium methyl-carbonate COC([O-])=O.C(CCC)N1C=[NH+]C=C1